4-[3-chloro-5-(2,6-difluorophenyl)-6H-pyrazolo[1,5-a][1,3,5]benzotriazepin-9-yl]morpholine ClC=1C=NN2C1N=C(NC1=C2C=C(C=C1)N1CCOCC1)C1=C(C=CC=C1F)F